C1NCC2=CC(=CC=C12)NC(C1=CC=C(C(=O)NC2=CC=C(C=C2)C=2CCNCC2)C=C1)=O N-(2,3-dihydro-1H-isoindol-5-yl)-N'-[4-(1,2,3,6-tetrahydro-pyridin-4-yl)-phenyl]-terephthalamide